((S)-4-acryloyl-3-(cyanomethyl)piperazin-1-yl)-3,4,5',6-tetrahydro-2H-spiro[naphthalene-1,7'-pyrano[2,3-d]pyrimidine]-2'-carboxamide C(C=C)(=O)N1[C@H](CN(CC1)C=1C2=C(N=C(N1)C(=O)N)OC1(CC2)CCCC=2CCC=CC21)CC#N